2-Amino-7-fluoro-4-(5-fluoro-3-((3S,4S)-3-hydroxy-4-(4-methylpiperazin-1-yl)pyrrolidin-1-yl)-7,9-dihydrofuro[3,4-f]quinazolin-6-yl)thieno[3,2-c]pyridine-3-carbonitrile NC1=C(C=2C(=NC=C(C2S1)F)C=1C2=C(C=3C=NC(=NC3C1F)N1C[C@@H]([C@H](C1)N1CCN(CC1)C)O)COC2)C#N